N[C@H]1CN(C[C@@H](C1)F)C(=O)C1=CC2=C(N(C(=N2)C=2N(C3=CC(=CC=C3C2)C=2C=CC(=NC2)C(=O)N(C)C)CC2CC2)C)C(=C1)OC 5-(2-{5-[(3R,5R)-3-amino-5-fluoropiperidine-1-carbonyl]-7-methoxy-1-methyl-1H-1,3-benzodiazol-2-yl}-1-(cyclopropylmethyl)-1H-indol-6-yl)-N,N-dimethylpyridine-2-carboxamide